C(C)C=1N=C(SC1C=O)C1=NC=CC=N1 (4-ethyl-2-(pyrimidin-2-yl)thiazol-5-yl)methanone